4-[(3aR,6aR)-hexahydro-2H-furo[3,2-b]pyrrol-4-yl]-2-chloro-6-[3-(3-methylphenyl)-1H-pyrazol-1-yl]pyrimidine O1CC[C@H]2N(CC[C@H]21)C2=NC(=NC(=C2)N2N=C(C=C2)C2=CC(=CC=C2)C)Cl